2,3-difluoro-1-ethoxy-4-(4-(4-ethylcyclohexyl)phenyl)benzene FC1=C(C=CC(=C1F)C1=CC=C(C=C1)C1CCC(CC1)CC)OCC